1-(4-methoxyphenyl)pentane COC1=CC=C(C=C1)CCCCC